CN(C(CN(C(OCC1=CC=CC=C1)=O)C(C(F)(F)F)(C)C)=O)CC(NC=1SC2=C(N1)C=CC(=C2)OC(F)(F)F)=O benzyl (2-(methyl (2-oxo-2-((6-(trifluoromethoxy)benzo[d]thiazol-2-yl)amino)ethyl)amino)-2-oxoethyl)(1,1,1-trifluoro-2-methylpropan-2-yl)carbamate